(1R,3s)-3-((R)-3-(azetidin-3-yl)piperidin-1-yl)-1-ethylcyclobutane-1-carboxylic acid methyl ester COC(=O)C1(CC(C1)N1C[C@@H](CCC1)C1CNC1)CC